BrC1=CC=2N=C(NC(C2S1)=O)[C@@H]1N(CC[C@@H]1C1=CC=CC=C1)C(=O)OC(C)(C)C |o1:11,15| tert-butyl (2R*,3R*)-2-(6-bromo-4-oxo-3,4-dihydrothieno[3,2-d]pyrimidin-2-yl)-3-phenylpyrrolidine-1-carboxylate